(5Z,9e)-6-(hydroxymethyl)-10,14-dimethylpentadec-5,9,13-trien-2-one OC\C(=C/CCC(C)=O)\CC\C=C(\CCC=C(C)C)/C